(R)-1-((R)-8-fluoroisochroman-1-yl)ethan-1-amine FC=1C=CC=C2CCO[C@H](C12)[C@@H](C)N